3-[[2-chloro-5-(3,5-dimethyl-2,6-dioxo-4-thioxo-1,3,5-triazin-1-yl)-4-fluoro-benzoyl]amino]-2-hydroxy-acrylic acid ethyl ester C(C)OC(C(=CNC(C1=C(C=C(C(=C1)N1C(N(C(N(C1=O)C)=S)C)=O)F)Cl)=O)O)=O